COC=1C(=NC=C(C1)OC)N1CCN(CC1)C(=O)OC(C)(C)C tert-butyl 4-(3,5-dimethoxypyridin-2-yl)piperazine-1-carboxylate